4-amino-N-(4-(difluoromethoxy)-2-fluorobenzyl)-7-fluoro-1-methyl-N-(2-oxopyrrolidin-1-yl)-1H-pyrazolo[4,3-c]quinoline-8-carboxamide NC1=NC=2C=C(C(=CC2C2=C1C=NN2C)C(=O)N(N2C(CCC2)=O)CC2=C(C=C(C=C2)OC(F)F)F)F